8-(2,3-Dihydrobenzo[b][1,4]dioxin-6-yl)-5-fluoro-9-(Thiazol-2-yl)-2,7,8,9-tetrahydro-3H-pyrido[4,3,2-DE]phthalazin-3-one O1C2=C(OCC1)C=C(C=C2)C2C(C1=NNC(C=3C=C(C=C(C13)N2)F)=O)C=2SC=CN2